N-(3-chlorophenyl)-6-(3-morpholinopropoxy)quinazolin-4-amine ClC=1C=C(C=CC1)NC1=NC=NC2=CC=C(C=C12)OCCCN1CCOCC1